FC1=C(C(=O)N[C@H](C(=O)OC2=CC=CC=C2)CC2=C3C=CC=NC3=C(C=C2)N2C(N(C3=C(C2=O)C=CN=C3)C)=O)C(=CC(=C1)N1[C@H](COCC1)C(F)(F)F)C Phenyl (S)-2-(2-fluoro-6-methyl-4-((R)-3-(trifluoromethyl)morpholino)benzamido)-3-(8-(1-methyl-2,4-dioxo-1,4-dihydropyrido[3,4-d]pyrimidin-3(2H)-yl)quinolin-5-yl)propanoate